OCC=1C=CC2=C(NC(=N2)CC#N)C1 2-(6-(hydroxymethyl)-1H-benzo[d]imidazol-2-yl)acetonitrile